O=C1CC(CN1CC=1C=NC=CC1)C(=O)N 5-oxo-1-[(pyridin-3-yl)methyl]Pyrrolidine-3-carboxamide